4-(hydroxy-(methyl)phosphino)-2-oxobutanoic acid OP(CCC(C(=O)O)=O)C